cis-diethyl 2,2'-(piperazine-2,6-diyl)diacetate N1[C@H](CNC[C@H]1CC(=O)OCC)CC(=O)OCC